C(C(=C)C)(=O)OC1=CC=C(C=C1)C(C)(C)C1=CC=C(C=C1)OC(C(=C)C)=O bis(4-methacryloyloxyphenyl)propane